3-methyl-1-(7-phenyl-2,5-dioxa-8-azaspiro[3.4]oct-8-yl)but-2-en-1-one CC(=CC(=O)N1C(COC12COC2)C2=CC=CC=C2)C